CC1=NOC(=C1C=1C=C2C(=NC1)N=CN2CC2=NC=CC=C2)C 3,5-dimethyl-4-(1-(pyridin-2-ylmethyl)-1H-imidazo[4,5-b]pyridin-6-yl)isoxazole